Di-T-Butylhydroquinone CC(C)(C)C1=CC(=C(C=C1O)C(C)(C)C)O